4-hydroxybenzothioamide OC1=CC=C(C(N)=S)C=C1